C(C=CC)(=O)C(O)(C[N+](C)(C)C)CC([O-])=O butenoyl-carnitine